C(=C)C=1C=CC(=NC1)C=NC1=CC=C(C=C1)N=CC1=NC=C(C=C1)C=C N1,N4-bis((5-vinylpyridin-2-yl)methylene)benzene-1,4-diamine